CC(C=1C(=C(C(=NC1)C)O)C=O)O 5'-methylpyridoxal